N-butyl-4'-propargyloxy-4-biphenyl-sulfonamide C(CCC)NS(=O)(=O)C1=CC=C(C=C1)C1=CC=C(C=C1)OCC#C